O[C@H]1CC[C@H](CC1)C(=O)OC methyl cis-4-hydroxycyclohexanecarboxylate